1-((5,6-bis(benzyloxy)pyrimidin-4-yl)methyl)-4-(4-((4-(((2-hydroxyethyl)amino)methyl)phenyl)ethynyl)phenyl)-3-isopropylimidazolidin-2-one C(C1=CC=CC=C1)OC=1C(=NC=NC1OCC1=CC=CC=C1)CN1C(N(C(C1)C1=CC=C(C=C1)C#CC1=CC=C(C=C1)CNCCO)C(C)C)=O